CO[Si](CCCN=[N+]=[N-])(OC)OC 3-(trimethoxysilyl)-propylazide